CC1=NOC(=C1C=1C=C(C=CC1OC[C@@H]1NCCCC1)NC(=O)C1=C(C=NN1C)F)C (R)-N-(3-(3,5-dimethylisoxazol-4-yl)-4-(piperidin-2-ylmethoxy)phenyl)-4-fluoro-1-methyl-1H-pyrazole-5-carboxamide